[4-(trifluoromethyl)phenyl]methyl (3S,7aR,11aR)-3-isopropyl-5-oxo-2,3,6,7,7a,8,10,11-octahydrooxazolo[2,3-j][1,6]naphthyridine-9-carboxylate C(C)(C)[C@H]1CO[C@@]23CCN(C[C@H]3CCC(N21)=O)C(=O)OCC2=CC=C(C=C2)C(F)(F)F